(1S,2R,5R)-3-(2-(2-amino-3-chloro-5-fluoroquinolin-7-yl)ethyl)-5-(4-amino-6-methyl-1H-pyrazolo[3,4-d]pyrimidin-1-yl)cyclopent-3-ene-1,2-diol NC1=NC2=CC(=CC(=C2C=C1Cl)F)CCC=1[C@H]([C@H]([C@@H](C1)N1N=CC=2C1=NC(=NC2N)C)O)O